N-(1-(difluoromethyl)cyclopropyl)-3,4-difluorobenzamide FC(C1(CC1)NC(C1=CC(=C(C=C1)F)F)=O)F